morpholine trifluoroacetate FC(C(=O)O)(F)F.N1CCOCC1